FC=1C=C(CC=2C=NN(C2)C(=O)N[C@@H]2C(N(C3=C(OC2)C=CC(=C3)OCC(N3CCCCC3)=O)C)=O)C=CC1 (S)-4-(3-fluorobenzyl)-N-(5-methyl-4-oxo-7-(2-oxo-2-(piperidin-1-yl)ethoxy)-2,3,4,5-tetrahydrobenzo[b][1,4]oxazepin-3-yl)-1H-pyrazole-1-carboxamide